[N+](=O)([O-])N1CN=CC2=CC=CC=C12 1-nitro-quinazolin